C1(CC1)OC1=NN(C=C1[N+](=O)[O-])C1CCC(CC1)=O 4-(3-cyclopropoxy-4-nitro-1H-pyrazol-1-yl)cyclohexane-1-one